(R)-nerolidol O[C@@](C)(C=C)CCC=C(C)CCC=C(C)C